2-[2-[4-[[tert-butyl(diphenyl)silyl]oxymethyl]cyclohexoxy]ethyl]isoindoline-1,3-dione [Si](C1=CC=CC=C1)(C1=CC=CC=C1)(C(C)(C)C)OCC1CCC(CC1)OCCN1C(C2=CC=CC=C2C1=O)=O